C12(CC(C1)C2)NC(O[C@H]2CN(CC2(F)F)C=2C=1N(N=C(C2)C=2C(NC(NC2)=O)=O)C=CN1)=O (S)-1-(6-(2,4-dioxo-1,2,3,4-tetrahydropyrimidin-5-yl)imidazo[1,2-b]pyridazin-8-yl)-4,4-difluoropyrrolidin-3-yl bicyclo[1.1.1]pentan-1-ylcarbamate